FCC(=O)OC Methyl Fluoroacetate